CC1=CC(=NC=C1C(F)(F)F)CN(C(=O)C1(CC1)C1=CC=C2C(NN=C(C2=C1)CNC(OC(C)(C)C)=O)=O)C1CCCC=2C=CC=NC12 tert-butyl ((7-(1-(((4-methyl-5-(trifluoromethyl)pyridin-2-yl)methyl)(5,6,7,8-tetrahydroquinolin-8-yl)carbamoyl)cyclopropyl)-4-oxo-3,4-dihydrophthalazin-1-yl)methyl)carbamate